C1(CCC1)C=1C(=NOC1)C(=O)N cyclobutyl-isoxazole-3-carboxamide